COC=1C=CC2=C(OCCO2)C1 7-methoxy-2,3-dihydro-benzo[1,4]dioxin